N-(4-Methoxybenzyl)-1-methyl-1,2-dihydro-3H-benzo[e]indole-3-carboximidamide COC1=CC=C(CNC(=N)N2CC(C=3C4=C(C=CC23)C=CC=C4)C)C=C1